E-(α-naphthyl)cinnamic acid C1(=CC=CC2=CC=CC=C12)/C(/C(=O)O)=C\C1=CC=CC=C1